tert-butyl 4-(3-benzyloxy cyclobutoxy)benzoate C(C1=CC=CC=C1)OC1CC(C1)OC1=CC=C(C(=O)OC(C)(C)C)C=C1